N-[4-(1,3-benzodioxol-5-yl)-2-thiazolyl]-2-[[(4-chlorophenyl)sulfonyl]amino]-benzamide O1COC2=C1C=CC(=C2)C=2N=C(SC2)NC(C2=C(C=CC=C2)NS(=O)(=O)C2=CC=C(C=C2)Cl)=O